FC1=CC=C(C=C1)CN(C(=O)NCC1=CC=C(C=C1)OCC(C)C)C[C@@H]1CN(CC1)C (S)-1-(4-fluorophenylmethyl)-1-((1-methylpyrrolidin-3-yl)methyl)-3-(4-isobutoxyphenyl-methyl)urea